C(C)(C)(C)OC(=O)N[C@H](C(=O)O)CC1=CC(=CC=C1)C(=O)OC(C)(C)C (S)-2-((tert-Butoxycarbonyl)amino)-3-(3-(tert-butoxycarbonyl)phenyl)propanoic acid